B(O)(O)O.B(O)(O)O.B(O)(O)O.B(O)(O)O.C(CC)N1CN(C=C1)C 1-propyl-3-methylimidazole tetraborate